4-amino-8-(2-fluoro-3-methoxyphenyl)-N-propylisoquinoline-3-carboxamide NC1=C(N=CC2=C(C=CC=C12)C1=C(C(=CC=C1)OC)F)C(=O)NCCC